C(N)([O-])=O.C(C1=CC=NC=C1)[NH-] isonicotinyl-amide carbamate